BrCC=1SC(=CN1)C(C)(F)F 2-(bromomethyl)-5-(1,1-difluoroethyl)thiazole